CC1=NOC2=C1C1=C(C(=N[C@H]2CC=2OC=CN2)C2=CC=C(C=C2)B2OC(C(O2)(C)C)(C)C)C=CC=C1 (S)-1-methyl-4-(oxazol-2-ylmethyl)-6-(4-(4,4,5,5-tetramethyl-1,3,2-dioxaborolan-2-yl)phenyl)-4H-benzo[c]isoxazolo[4,5-e]azepine